5-(4-Hydroxy-phenyl)-1H-pyrazole-3-carboxylic acid {2-[4-(2-chloro-phenylamino)-piperidin-1-yl]-2-oxo-ethyl}-amide ClC1=C(C=CC=C1)NC1CCN(CC1)C(CNC(=O)C1=NNC(=C1)C1=CC=C(C=C1)O)=O